C(CCCCCCCCCCC)(=O)[O-].C(CCCCCCCCCCC)(=O)[O-].C(C(C)C)[Sn+2]CC(C)C di-isobutyl-tin dilaurate